(E)-6-tridecenal C(CCCC\C=C\CCCCCC)=O